(-)-(4R)-4-[3-Oxo-3-[6-[[6-(trifluoromethyl)-3-pyridyl]methyl]-2-azaspiro[3.4]octan-2-yl]propyl]oxazolidin-2-one O=C(CC[C@H]1NC(OC1)=O)N1CC2(C1)CC(CC2)CC=2C=NC(=CC2)C(F)(F)F